(R)-3-[5-(7-Fluoro-1-methyl-2-oxo-1,2,3,4-tetrahydro-quinolin-6-yl)-pyridin-3-yloxy]-pyrrolidine-1-carboxylic acid tert-butyl ester C(C)(C)(C)OC(=O)N1C[C@@H](CC1)OC=1C=NC=C(C1)C=1C=C2CCC(N(C2=CC1F)C)=O